pyridinediamine compound with isocyanate [N-]=C=O.N1=C(C(=CC=C1)N)N